N-((R)-7-Benzyloxy-2,3-dihydro-benzo[1,4]dioxin-2-ylmethyl)-3-dimethylamino-propionamide C(C1=CC=CC=C1)OC=1C=CC2=C(O[C@@H](CO2)CNC(CCN(C)C)=O)C1